O([C@H]1[C@H](O)[C@@H](O)[C@@H](O)[C@H](O1)CO)C1=CC=CC=C1 phenyl beta-D-galactopyranoside